ClC(C1=C(C=C(C=C1)F)F)([2H])[2H] 1-(chloromethyl-d2)-2,4-difluorobenzene